diethyl dibromomalonate BrC(C(=O)OCC)(C(=O)OCC)Br